N1C(=CC2=CC=CC=C12)[CH-]C=1NC2=CC=CC=C2C1 bis-indolylmethaneId